COC1=CC=C(CN(C(C2=CC=C(C=C2)C(=O)NNC(C2=CC=C(C=C2)C)=O)=O)C2=CC(=C(C(=C2)OC)OC)OC)C=C1 N-(4-methoxybenzyl)-4-(2-(4-methylbenzoyl)hydrazine-1-carbonyl)N-(3,4,5-trimethoxyphenyl)benzamide